6-(aminomethyl)-2-methylisoindolin-1-one NCC1=CC=C2CN(C(C2=C1)=O)C